C1(CC1)S(=O)(=O)NC=1SC=C(N1)C(C(=O)NC1=CC=C(C=N1)C=1C=NC=C(C1)OC)(C)C 2-(2-(cyclopropanesulfonamido)thiazol-4-yl)-N-(5'-methoxy-[3,3'-bipyridin]-6-yl)-2-methylpropanamide